B(O)(O)C=1C=CC2=C(C=3C(=C4CCCN5C4=C(C3)CCC5)[O+]=C2C1)C1=C(C=C(C=C1)S(=O)(=O)O)S(=O)(=O)[O-] 2-(12-borono-2,3,6,7-tetrahydro-1H,5H-chromeno[2,3-f]pyrido[3,2,1-ij]quinolin-14-ium-9-yl)-5-sulfobenzenesulfonate